C(CC)CC(=O)O.C(C)(=O)OCCC propyl acetate (propyl ethanoate)